[I-].ICCCC(CCCCCCCCCCCCCCCCC)[NH+](C)C 1-(3-iodopropyl)-octadecyl-dimethylammonium iodide